S1C=C(C2=C1C=CC=C2)CN(CC(=O)O)C(=O)OCC2C1=CC=CC=C1C=1C=CC=CC21 2-{[(1-benzothiophen-3-yl)methyl]({[(9H-fluoren-9-yl)methoxy]carbonyl})amino}acetic acid